C(C1=CC=CC=C1)(=O)C1=CC=C(C(=O)NCCCNC(C(=C)C)=O)C=C1 N-[3-(4-Benzoylbenzamido)propyl]-methacrylamide